[N+](=O)([O-])C1=CC=C(CC2=NC(NC3=CC=CC=C23)=O)C=C1 (4-nitrobenzyl)quinazolinone